4-[[4-[[(1S)-2-hydroxy-1-phenyl-ethyl]amino]-5-(1,3,4-oxadiazol-2-yl)pyrimidin-2-yl]-amino]-N,2-dimethyl-benzamide OC[C@H](C1=CC=CC=C1)NC1=NC(=NC=C1C=1OC=NN1)NC1=CC(=C(C(=O)NC)C=C1)C